1-(4-bromo-6-chloro-2,7-naphthyridin-1-yl)-1,6-diazaspiro[3.3]Heptane-6-carboxylic acid tert-butyl ester C(C)(C)(C)OC(=O)N1CC2(CCN2C2=NC=C(C3=CC(=NC=C23)Cl)Br)C1